diethylenetriaminepentaacetic acid Dianhydride C1C(=O)OC(=O)CN1CC[NH+](CCN2CC(=O)OC(=O)C2)CC(=O)[O-]